1-(cyclopentylamino)cyclopropane C1(CCCC1)NC1CC1